ClC=1C=C(C=CC1Cl)C1=C(C=CC(=C1)F)NC(=O)C=1C(=NN(C1)C)C(F)(F)F N-(3',4'-dichloro-5-Fluoro-biphenyl-2-yl)-3-trifluoromethyl-1-methyl-1H-pyrazole-4-carboxamide